ClC=1C=C2C=C(C(NC2=CC1OC)=O)C=O 6-chloro-7-methoxy-2-oxo-1,2-dihydroquinoline-3-carbaldehyde